4-((4-cyclopropyl-2-(N-methylmethylsulfonamido)phenyl)amino)-6-((6-fluoropyridin-2-yl)amino)-N-(methoxy-d3)nicotinamide C1(CC1)C1=CC(=C(C=C1)NC1=CC(=NC=C1C(=O)NOC([2H])([2H])[2H])NC1=NC(=CC=C1)F)N(S(=O)(=O)C)C